6-fluoro-N-[5-(2-fluoroethoxy)-4,6-dimethoxy-pyrimidin-2-yl]-7-(triazol-2-yl)-1H-indole-3-sulfonamide FC1=CC=C2C(=CNC2=C1N1N=CC=N1)S(=O)(=O)NC1=NC(=C(C(=N1)OC)OCCF)OC